C(C\C=C\CCCC\C=C/CC)OC1=C(C(=C(C(=O)OC)C(=C1)C)O)C methyl 4-(((3E,9Z)-dodeca-3,9-dien-1-yl)oxy)-2-hydroxy-3,6-dimethylbenzoate